BrC1=NC(=CC(=C1)OCC1CCOCC1)Br 2,6-dibromo-4-((tetrahydro-2H-pyran-4-yl)methoxy)pyridine